Methyl N5-(2-(ethylsulfonamido)ethyl)-N5-methyl-L-glutaminate hydrochloride Cl.C(C)S(=O)(=O)NCCN(C(CC[C@H](N)C(=O)OC)=O)C